C(C)(C)(C)OC(=O)N(C)CC1=CC2=NC(=CC=C2N1)S(=O)[O-].[Na+] sodium 2-({[(tert-butoxy)carbonyl](methyl)amino}methyl)-1H-pyrrolo[3,2-b]pyridine-5-sulfinate